C(C1=CC=CC=C1)OC=1C(=C(C(=CC1)C)C1=CC(=NC2=C1N=CN=C2NCC2=C(C=C(C=C2)OC)OC)Cl)C 8-(3-(Benzyloxy)-2,6-dimethylphenyl)-6-chloro-N-(2,4-dimethoxybenzyl)pyrido[3,2-d]pyrimidin-4-amine